CC1=C(C=CC=C1C)N1CCN(CC1)C(CN1N=C(C2=C1C[C@@H]1[C@H]2C1)C(=O)N1CCN(CC1)C(CO)=O)=O 1-[4-(2,3-dimethylphenyl)piperazin-1-yl]-2-{(3bR,4aR)-3-[4-(hydroxyacetyl)piperazine-1-carbonyl]-3b,4,4a,5-tetrahydro-1H-cyclopropa[3,4]cyclopenta[1,2-c]pyrazol-1-yl}ethan-1-one